CC1(CCC(=O)O1)CCCC(CCCC(CCCC(C)C)C)C 4,8,12,16-tetramethyl-heptadecane-4-lactone